BrC1=C2C(C(NC2=C(C(=C1)Cl)F)=O)=O 4-Bromo-6-chloro-7-fluoroindoline-2,3-dione